FC=1C=CC2=C(NC(=NS2(=O)=O)NCC=2C(=NC=CC2)N(S(=O)(=O)C)C)C1[C@H](C)C1=C(C=CC=C1)F (R)-N-(3-(((6-fluoro-5-(1-(2-fluorophenyl)ethyl)-1,1-dioxido-4H-benzo[e][1,2,4]thiadiazin-3-yl)amino)methyl)pyridin-2-yl)-N-methylmethanesulfonamide